COC(C(=O)O)=CC1=CC=CC=C1 4E-methoxycinnamic acid